4-hydroxy-1,3-thiazole OC=1N=CSC1